C(C)(C)C1=C(C=C(C=C1)C(C)C)Cl 1,4-diisopropylchlorobenzene